ClC=1C2=C(N=CN1)N(C=C2C=2C=NN(C2)C2CN(C2)C(C)=O)C2=CC=C(C=C2)F 1-(3-{4-[4-Chloro-7-(4-fluoro-phenyl)-7H-pyrrolo[2,3-d]pyrimidin-5-yl]-pyrazol-1-yl}-azetidin-1-yl)-ethanone